9-methyl-7-(2-oxopropyl)-12-p-tolylisoindolo[2,1-b]isoquinolin-5(7H)-one CC=1C=C2C(N3C(C4=CC=CC=C4C(=C3C2=CC1)C1=CC=C(C=C1)C)=O)CC(C)=O